4-fluoro-2,3-dihydro-1H-indole-1-carboxylic acid tert-butyl ester C(C)(C)(C)OC(=O)N1CCC2=C(C=CC=C12)F